N-[5-[5-(cyclopropylmethoxy)pyridin-3-yl]-4-fluoro-2-[(3R,5S)-3,4,5-trimethylpiperazin-1-yl]phenyl]-6-oxo-4-(trifluoromethyl)-1H-pyridine-3-carboxamide C1(CC1)COC=1C=C(C=NC1)C=1C(=CC(=C(C1)NC(=O)C1=CNC(C=C1C(F)(F)F)=O)N1C[C@H](N([C@H](C1)C)C)C)F